1-(4Z,7Z,10Z,13Z,16Z,19Z-docosahexaenoyl)-2-(5Z,8Z,11Z,14Z-eicosatetraenoyl)-glycero-3-phosphoserine CCCCC/C=C\C/C=C\C/C=C\C/C=C\CCCC(=O)O[C@H](COC(=O)CC/C=C\C/C=C\C/C=C\C/C=C\C/C=C\C/C=C\CC)COP(=O)(O)OC[C@@H](C(=O)O)N